2-(2,6-dimethoxyphenyl)-4-[[phenylmethylsulfonyl]oxy]-5-amino-3(2H)-furanone COC1=C(C(=CC=C1)OC)C1OC(=C(C1=O)OS(=O)(=O)CC1=CC=CC=C1)N